(9-(6-(1H-benzo[d]imidazol-2-yl)pyridinoyl)-2,9-diazaspiro[5.5]undecan-2-yl)(6-(Anilino)pyridin-2-yl)methanone N1C(=NC2=C1C=CC=C2)C2=CC=CC(=N2)C(=O)N2CCC1(CCCN(C1)C(=O)C1=NC(=CC=C1)NC1=CC=CC=C1)CC2